ethyl 5-bromo-4-(3-ethoxy-3-oxo-propyl)-2-(trifluoromethylsulfanyl)pyridine-3-carboxylate BrC=1C(=C(C(=NC1)SC(F)(F)F)C(=O)OCC)CCC(=O)OCC